2-[1-[2-[4-(2-chlorophenyl)-2-oxo-chromen-7-yl]oxypropionyl]-4-piperidinyl]acetic acid ClC1=C(C=CC=C1)C1=CC(OC2=CC(=CC=C12)OC(C(=O)N1CCC(CC1)CC(=O)O)C)=O